FC1=NC(=CC(=C1)N(C(C(=O)OCC)=O)C=1SC(=C(N1)C(NC1C(CC1)(C)C)=O)C)F ethyl 2-[(2,6-difluoro-4-pyridinyl)-[4-[(2,2-dimethylcyclobutyl) carbamoyl]-5-methyl-thiazol-2-yl] amino]-2-oxo-acetate